ON=CC=1N=C(C(=NC1)C(=O)NCC(NCC(F)(F)F)=O)C 5-(hydroxyiminomethyl)-3-methyl-N-[2-oxo-2-(2,2,2-trifluoroethylamino)ethyl]pyrazine-2-carboxamide